CC1(CC1)NCC1=CC=2N(C(=C1)C(=O)O)N=CC2 5-(((1-methylcyclopropyl)amino)methyl)pyrazolo[1,5-a]pyridine-7-carboxylic acid